2-(3,5-dichloro-4-((2-(thiophen-2-yl)-4-methylquinolin-6-yl)oxy)phenyl)-3,5-dioxo-2,3,4,5-tetrahydro-1,2,4-triazine-6-carbonitrile ClC=1C=C(C=C(C1OC=1C=C2C(=CC(=NC2=CC1)C=1SC=CC1)C)Cl)N1N=C(C(NC1=O)=O)C#N